4-methyl-3,4-dihydropyrrolo[1,2-a]pyrazin-1(2H)-one CC1CNC(C=2N1C=CC2)=O